1-(4-(2-oxa-7-azaspiro[3.5]nonan-7-yl)indolin-1-yl)-2-((2-methyl-5-(3-methyl-1,2,4-thiadiazol-5-yl)phenyl)amino)ethan-1-one C1OCC12CCN(CC2)C2=C1CCN(C1=CC=C2)C(CNC2=C(C=CC(=C2)C2=NC(=NS2)C)C)=O